C(N)(=O)C1=CC=C(C(=N1)OC(F)F)COC1=NC=CC(=N1)C1=CC(=C(CC2=NC3=C(N2CC2OCC2)C=C(C=C3)C(=O)O)C=C1F)F 2-(4-(2-((6-carbamoyl-2-(difluoromethoxy)pyridin-3-yl)methoxy)pyrimidin-4-yl)-2,5-difluorobenzyl)-1-(oxetan-2-ylmethyl)-1H-benzo[d]imidazole-6-carboxylic acid